ClC1=C2C=3C(=C4C(=NC3C=C1F)C1=CC3=C(C(N1C4)=O)COC([C@]3(O)CC)=O)[C@@H](CC2)NC(CO)=O N-((1r,9s)-4-chloro-9-ethyl-5-fluoro-9-hydroxy-10,13-dioxo-2,3,9,10,13,15-hexahydro-1h,12h-benzo[de]pyrano[3',4':6,7]indolizino[1,2-b]quinolin-1-yl)-2-hydroxyacetamide